CN([C@H]1CN(C[C@H](C1)C)C=1C=C(C2=C(NC(=N2)C2=CC(=CN2)C(=O)C2=C(C=CC=C2)C(F)(F)F)C1)F)C (5-(6-((3R,5S)-3-(dimethylamino)-5-methylpiperidin-1-yl)-4-fluoro-1H-benzo[d]imidazol-2-yl)-1H-pyrrol-3-yl)(2-(trifluoromethyl)phenyl)methanone